ClC1=C(C=CC=C1)[C@H](CN1N=CN=N1)O (R)-1-(2-chlorophenyl)-2-(2H-tetrazol-2-yl)ethane-1-ol